(2-hydroxynaphthalen-1-yl)(piperidin-4-yl)methanone OC1=C(C2=CC=CC=C2C=C1)C(=O)C1CCNCC1